[Na+].NCCS(=O)(=O)[O-] taurinate sodium